methyl (R)-2-((4-(2,6-dimethylphenyl)-2-oxo-2H-chromen-7-yl)oxy)propanoate CC1=C(C(=CC=C1)C)C1=CC(OC2=CC(=CC=C12)O[C@@H](C(=O)OC)C)=O